N-[2-(3-aminopropylcarbamoylamino)ethyl]-4-[[3-(2,3-difluoro-4-methoxyphenyl)imidazo[1,2-a]pyrazin-8-yl]amino]-2-ethylbenzamide NCCCNC(=O)NCCNC(C1=C(C=C(C=C1)NC=1C=2N(C=CN1)C(=CN2)C2=C(C(=C(C=C2)OC)F)F)CC)=O